CC1=CC(=NN1)NC1=CN=C2C(=N1)N(C(N2)=C=O)C2CC1CCC(C2)N1CCC#N 3-((3-exo)-3-(6-((5-methyl-1H-pyrazol-3-yl)amino)-2-carbonyl-2,3-dihydro-1H-imidazo[4,5-b]pyrazin-1-yl)-8-azabicyclo[3.2.1]octan-8-yl)propionitrile